Cl.N1=CC(=CC=C1)CC(=O)O 2-(pyridin-3-yl)acetic acid hydrochloride